(S)-2-amino-6-(4-((4-(6-aminohexyl)piperazin-1-yl)methyl)-2-methoxybenzyl)-4-((1-hydroxypentan-2-yl)amino)pyrido[4,3-d]pyrimidin-5(6H)-one NC=1N=C(C2=C(N1)C=CN(C2=O)CC2=C(C=C(C=C2)CN2CCN(CC2)CCCCCCN)OC)N[C@H](CO)CCC